1-(2-oxoethyl)-1H-pyrazole-5-carboxamide O=CCN1N=CC=C1C(=O)N